CC=1NC(=C(C1C(=O)OCC)C1=CC2=CC=CC=C2C=C1)C ethyl 2,5-dimethyl-4-(naphthalen-2-yl)-1H-pyrrole-3-carboxylate